1-[2,5-difluoro-4-(oxetan-3-ylmethoxy)-phenyl]-1H-[1,2,3]triazol FC1=C(C=C(C(=C1)OCC1COC1)F)N1N=NC=C1